C(C)(C)(C)OC(=O)NCCCNC1=CC=C(N=N1)C1=CC=C(OC[C@H](C(=O)OC(C)(C)C)O)C=C1 tert-butyl (R)-3-(4-(6-((3-((tert-butoxycarbonyl) amino) propyl) amino) pyridazin-3-yl) phenoxy)-2-hydroxypropionate